tert-butyl N-[(3R)-1-[3-amino-7-(2-fluoro-6-methyl-phenyl)-5-isoquinolyl]-3-piperidyl]-N-methyl-carbamate NC=1N=CC2=CC(=CC(=C2C1)N1C[C@@H](CCC1)N(C(OC(C)(C)C)=O)C)C1=C(C=CC=C1C)F